C1(=CC=C(C=C1)C1=CC=C(C=C1)[O-])[O-] 4,4'-biphenolide